[N+](=O)([O-])C=1C(=NC(=C(C1)C(F)(F)F)NC(CCC1=NC=CC=N1)C)C(=O)O 3-nitro-6-(1-pyrimidin-2-yl-but-3-ylamino)-5-(trifluoromethyl)pyridine-2-carboxylic acid